(2R,3R)-3-hydroxy-2-methyl-4-(spiro[3.3]heptane-2-yl)butanoic acid O[C@@H]([C@H](C(=O)O)C)CC1CC2(C1)CCC2